7-(4-chlorobenzyl)-8-(3,5-difluorophenoxy)-1-(3-hydroxypropyl)-3-methyl-1H-purine-2,6(3H,7H)-dione ClC1=CC=C(CN2C(=NC=3N(C(N(C(C23)=O)CCCO)=O)C)OC2=CC(=CC(=C2)F)F)C=C1